(S)-5-(4'-difluoromethyl-2'-methoxy-3,4,5,6-tetrahydro-2H-[1,3']bipyridinyl-4-yl)-2,4-dimethyl-7-(2-trifluoromethyl-benzyl)-2,4,5,7-tetrahydro-pyrazolo[3,4-d]pyrimidin-6-one FC(C1=C(C(=NC=C1)OC)N1CCC(CC1)N1C(N(C=2C([C@@H]1C)=CN(N2)C)CC2=C(C=CC=C2)C(F)(F)F)=O)F